FC=1C=C(C=C(C1O)F)\C=C/1\C(N(C(=N1)C)CC(F)(F)F)=O (5Z)-5-((3,5-Difluoro-4-hydroxyphenyl)methylene)-3,5-dihydro-2-methyl-3-(2,2,2-trifluoroethyl)-4H-imidazol-4-one